Hexahydropyrrolothiazine S1NCCC2C1=CCN2